CO[Si](OC)(OC)CC[SiH3] (trimethoxysilylethyl)silane